4-cyclohexene-1,2-dicarboxylic acid lithium [Li].C1(C(CC=CC1)C(=O)O)C(=O)O